(S)-4-((2-isopropoxyethyl)(4-(5,6,7,8-tetrahydro-1,8-naphthyridin-2-yl)butyl)amino)-2-(4-(trifluoromethyl)pyridazine-3-carboxamido)butanoic acid C(C)(C)OCCN(CC[C@@H](C(=O)O)NC(=O)C=1N=NC=CC1C(F)(F)F)CCCCC1=NC=2NCCCC2C=C1